N-[4-[2-(3-cyanophenyl)piperazine-1-carbonyl]-3-pyrrolidin-1-ylphenyl]cyclopropanecarboxamide C(#N)C=1C=C(C=CC1)C1N(CCNC1)C(=O)C1=C(C=C(C=C1)NC(=O)C1CC1)N1CCCC1